2-(2,6-Dioxopiperidin-3-yl)-5-(((R)-1-(quinolin-3-ylmethyl)pyrrolidin-3-yl)oxy)isoindoline-1,3-dione O=C1NC(CCC1N1C(C2=CC=C(C=C2C1=O)O[C@H]1CN(CC1)CC=1C=NC2=CC=CC=C2C1)=O)=O